ClC=1C(=NC=CC1)N1N=NC(=C1)C(=O)NC=1C=CC2=C(B(OC2)O)C1 1-(3-Chloropyridin-2-yl)-N-(1-hydroxy-1,3-dihydrobenzo[c][1,2]oxaborol-6-yl)-1H-1,2,3-triazole-4-carboxamide